4-bromo-8-chloro-1-methylimidazo[4,5-f]isoquinoline BrC1=C2C(=C3C=C(N=CC3=C1)Cl)N(C=N2)C